5-(pyridin-3-yl)pentanamide N1=CC(=CC=C1)CCCCC(=O)N